3-(tert-Butyl)-N-(2-chloro-4-(2,3-diaminopyridin-4-yl)benzyl)-1,2,4-oxadiazole-5-carboxamide C(C)(C)(C)C1=NOC(=N1)C(=O)NCC1=C(C=C(C=C1)C1=C(C(=NC=C1)N)N)Cl